tert-butyl N-[1-[3-(bromomethyl)-phenyl]sulfonyl-4-piperidyl]carbamate BrCC=1C=C(C=CC1)S(=O)(=O)N1CCC(CC1)NC(OC(C)(C)C)=O